1-Ethyl-N-(2-furanylmethyl)-1,4-dihydro-2,4-dioxo-7-phenylpyrimido[4,5-d]pyrimidine-3(2H)-acetamide C(C)N1C(N(C(C=2C1=NC(=NC2)C2=CC=CC=C2)=O)CC(=O)NCC=2OC=CC2)=O